(S)-(4,4-difluoro-3-(5-(hydroxymethyl)-6-oxo-1,6-dihydropyridin-3-yl)piperidin-1-yl)-N-(5-(4-fluorophenoxy)pyridin-2-yl)propanamide FC1(C(CN(CC1)[C@H](C(=O)NC1=NC=C(C=C1)OC1=CC=C(C=C1)F)C)C1=CNC(C(=C1)CO)=O)F